ClC=1C=C(C(=NC1N1N=CC=N1)C)NC(=O)C=1C=NN(C1C(F)(F)F)C1=C2C=CNC(C2=CC=C1)=O N-(5-Chloro-2-methyl-6-(2H-1,2,3-triazol-2-yl)pyridin-3-yl)-1-(1-oxo-1,2-di-hydroisochinolin-5-yl)-5-(trifluoromethyl)-1H-pyrazol-4-carboxamid